[N+](=O)([O-])CC(C=1SC=CC1)C1=C(NC2=CC=CC=C12)C1=C(C=CC=C1)B(O)O (2-(3-(2-nitro-1-(thiophen-2-yl)ethyl)-1H-indol-2-yl)phenyl)boronic acid